[Na].C(CCCCCCCCCCC)SCCCCCCCCCCCC lauryl sulfide Sodium salt